FC(COC=1C=C(C=C2C(=NC=NC12)NC(C)C=1SC(=NN1)C)C1=NC=C(C=C1)F)F 8-(2,2-difluoroethoxy)-6-(5-fluoro-2-pyridinyl)-N-[1-(5-methyl-1,3,4-thiadiazol-2-yl)ethyl]quinazolin-4-amine